C(CCCCCCCCCCCCCCCCCCC)(=O)O.C(CCCCCCCCCCCCCCCCCCC)(=O)O.OCC(O)CO.OCC(O)CO.OCC(O)CO triglycerol dieicosanoate